4-oxo-2,5-heptadienoic acid O=C(C=CC(=O)O)C=CC